C(CC(C)C)C1CCC(CC1)CO (4-ISOPENTYLCYCLOHEXYL)METHANOL